C7-bromo-1H-imidazo[4,5-b]pyridine BrC1=C2C(=NC=C1)N=CN2